NC1=C2C(=NC=N1)N(N=C2C2=CC(=C(C=C2)OC(F)F)F)[C@H](C=2C=C1N(C(C2C2=CC(=CC=C2)F)=O)C(=CS1)C)C1CC1 (S)-7-((4-amino-3-(4-(difluoromethoxy)-3-fluorophenyl)-1H-pyrazolo[3,4-d]pyrimidin-1-yl)(cyclopropyl)methyl)-6-(3-fluorophenyl)-3-methyl-5H-thiazolo[3,2-a]pyridin-5-one